FC=1C=C(C=CC1F)C1C(C1)C(=O)OC1CC(CCC1C(C)C)C menthyl 2-(3,4-difluorophenyl)-cyclopropanecarboxylate